4-O-methyl-glucuronic acid CO[C@@H]([C@@H]([C@H](C=O)O)O)[C@H](O)C(=O)O